methyl-3-butanone CCCC(C)=O